1-(tetrahydro-2H-pyran-2-yl)-3-(4,4,5,5-Tetramethyl-1,3,2-dioxaborol-2-yl)-1H-pyrazole O1C(CCCC1)N1N=C(C=C1)B1OC(C(O1)(C)C)(C)C